BrC1=NNC2=NC(=C(C=C21)F)NC2=C1CCCC1=C(C=C2)Br 3-bromo-N-(7-bromoindan-4-yl)-5-fluoro-1H-pyrazolo[3,4-b]pyridin-6-amine